3-(4-(1-(3-(1-(((R)-1-(3-(difluoromethyl)-2-fluorophenyl)ethyl)amino)-4-methyl-pyrido[3,4-d]pyridazin-7-yl)phenethyl)piperidin-4-yl)phenyl)piperidine-2,6-dione FC(C=1C(=C(C=CC1)[C@@H](C)NC1=C2C(=C(N=N1)C)C=NC(=C2)C=2C=C(CCN1CCC(CC1)C1=CC=C(C=C1)C1C(NC(CC1)=O)=O)C=CC2)F)F